NC=1C2=C(N=CN1)N(C(=C2C2=CC=C(C=C2)OC2=NC(=CC=C2)C)C2(CN(CC2)C(C=C)=O)O)C 1-(3-(4-Amino-7-methyl-5-(4-((6-methylpyridin-2-yl)oxy)phenyl)-7H-pyrrolo[2,3-d]pyrimidin-6-yl)-3-hydroxypyrrolidin-1-yl)prop-2-en-1-one